CCS(=O)(=O)[O-] methylmethanesulphonate